C(=C\CCCC)/C1=CC(=CC(=C1)OC)OC (E)-1-(Hex-1-en-1-yl)-3,5-dimethoxybenzene